C1(CC1)S(=O)(=O)N1N=CC(=C1)C1=NC=CC(=N1)NC1=NC=C(C(=C1)NC1CCC(CC1)NC)C1=NN(C=C1)C N2-(2-(1-(Cyclopropylsulfonyl)-1H-pyrazol-4-yl)pyrimidin-4-yl)-5-(1-methyl-1H-pyrazol-3-yl)-N4-((1s,4s)-4-(methylamino)cyclohexyl)pyridine-2,4-diamine